(2r,7ar)-2-fluoro-6-(propane-2-ylidene)tetrahydro-1H-pyrrolizin F[C@@H]1C[C@H]2CC(CN2C1)=C(C)C